C(C)(C)(C)OC(=O)N1C(C(C2=NNC(C=3C=C(C=C1C23)F)=O)N2C(N(CC2=O)C)=O)C2=CC=C(C=C2)F 5-fluoro-8-(4-fluorophenyl)-9-(1-methyl-2,4-imidazolinedione-3-yl)-8,9-dihydro-2H-pyrido[4,3,2-de]phthalazine-3(7H)-one-7-carboxylic acid tert-butyl ester